triacontanol dimethylcarbamate CN(C(=O)OCCCCCCCCCCCCCCCCCCCCCCCCCCCCCC)C